5-chloro-N-methyl-N-(1H-pyrazol-5-yl)valeramide ClCCCCC(=O)N(C1=CC=NN1)C